(R)-tert-butyl 6-methyl-3-(6-(methylcarbamoyl) pyridin-3-yl)-4-oxo-2-thioxo-1,2,3,4,5,6-hexahydropyrido[3,4-d]pyrimidine-7(8H)-carboxylate C[C@@H]1CC2=C(NC(N(C2=O)C=2C=NC(=CC2)C(NC)=O)=S)CN1C(=O)OC(C)(C)C